3-ethoxy-2-hydroxy-2-methyl-3-oxopropanoic acid C(C)OC(C(C(=O)O)(C)O)=O